5-methoxy-N,N-dimethylbenzoxazole-2-amine COC=1C=CC2=C(N=C(O2)N(C)C)C1